Tert-butyl 4-[3-[(3-methyl-2-oxo-1H-benzimidazol-4-yl)methyl]cyclobutyl]piperazine-1-carboxylate CN1C(NC2=C1C(=CC=C2)CC2CC(C2)N2CCN(CC2)C(=O)OC(C)(C)C)=O